3-amino-2H-benzopyran NC=1COC2=C(C1)C=CC=C2